4-(5-chloropyridin-2-yl)-N-(6-hydroxypyridazin-3-yl)-piperazine-1-carboxamide ClC=1C=CC(=NC1)N1CCN(CC1)C(=O)NC=1N=NC(=CC1)O